4-amino-8-bromo-N-propylisoquinoline-3-carboxamide NC1=C(N=CC2=C(C=CC=C12)Br)C(=O)NCCC